ClC1=CC=C(C=C1)S(=O)(=O)[C@@H]1[C@@](CN(C1)S(=O)(=O)C1=C(C=C(C#N)C=C1)C(F)F)(CO)O 4-(((3r,4s)-4-((4-chlorophenyl)sulfonyl)-3-hydroxy-3-(hydroxymethyl)pyrrolidin-1-yl)sulfonyl)-3-(difluoromethyl)benzonitrile